The molecule is the furanose form of gulonolactone having L-configuration. It has a role as a human metabolite and a mouse metabolite. It derives from a L-gulonic acid. C([C@@H]([C@@H]1[C@@H]([C@@H](C(=O)O1)O)O)O)O